NC1=C2N=CN(C2=NC(=N1)F)[C@H]1C[C@@H]([C@](O1)(CO)CF)O (2R,3S,5R)-5-(6-amino-2-fluoro-9H-purin-9-yl)-2-(fluoromethyl)-2-(hydroxymethyl)tetrahydrofuran-3-ol